3-methoxyazetidine hydrochloride Cl.COC1CNC1